BrC=1C=C(C(N(C1C(N)=O)C1=CC=C(C=C1)F)=O)C(=O)OCC ethyl 5-bromo-6-carbamoyl-1-(4-fluorophenyl)-2-oxo-1,2-dihydropyridine-3-carboxylate